NC1CCC(CC1)NCC(C1=CC=CC=C1)C=1C(=CC(=C(C1)C=1C(=CC=C(C1F)OCCOC)C(=O)N)Cl)OC 5'-(2-(((1r,4r)-4-aminocyclohexyl)amino)-1-phenylethyl)-2'-chloro-6-fluoro-4'-methoxy-5-(2-methoxyethoxy)-[1,1'-biphenyl]-2-carboxamide